[Ru].N1=C(C=CC=C1)C1=NC=CC=C1.N1=C(C=CC=C1)C1=NC=CC=C1.N1=C(C=CC=C1)C1=NC=CC=C1 tris(bipyridine) ruthenium